3-(hydroxymethyl)-5α-cholestan-25-ol OCC1C[C@@H]2CC[C@H]3[C@@H]4CC[C@H]([C@@H](CCCC(C)(C)O)C)[C@]4(CC[C@@H]3[C@]2(CC1)C)C